N1(CCCCC1)S(=O)(=O)C1=CC=C(C=C1)NS(=O)=O N-[4-(piperidine-1-sulfonyl)phenyl]sulfonamide